pyrylium tetrafluoroborate salt F[B-](F)(F)F.[O+]1=CC=CC=C1